C1(CC1)N1C(C2(CCOCC2)C=2C1=CC=1C(=NN=C(C1C2)C)N[C@H](C)C2=C(C(=CC=C2)C(C(C)(C)O)(F)F)F)=O 1-cyclopropyl-5-methyl-8-[[(1R)-1-[3-(1,1-difluoro-2-hydroxy-2-methyl-propyl)-2-fluoro-phenyl]ethyl]amino]spiro[pyrrolo[2,3-g]phthalazine-3,4'-tetrahydropyran]-2-one